2,4,5,6-Tetra(9H-carbazol-9-yl)isophthalonitrile C1=CC=CC=2C3=CC=CC=C3N(C12)C1=C(C#N)C(=C(C(=C1C#N)N1C2=CC=CC=C2C=2C=CC=CC12)N1C2=CC=CC=C2C=2C=CC=CC12)N1C2=CC=CC=C2C=2C=CC=CC12